2-({5-[(1E)-3-(6-fluoro-2-oxo-4-phenyl-1,2-dihydroquinolin-3-yl)-3-oxoprop-1-en-1-yl]pyridin-2-yl}oxy)acetonitrile FC=1C=C2C(=C(C(NC2=CC1)=O)C(/C=C/C=1C=CC(=NC1)OCC#N)=O)C1=CC=CC=C1